OC1(CCN(CC1)C(=O)OC(C)(C)C)CN1C(N(C2=C1C=NC=C2)C)=O tert-butyl 4-hydroxy-4-((1-methyl-2-oxo-1H-imidazo[4,5-c]pyridin-3(2H)-yl)methyl)piperidine-1-carboxylate